C(C)(C)(C)N1N=C(C=C1NC1=NC(=NC=C1)N(C(OC(C)(C)C)=O)C)[C@@H]1C[C@@H](CC1)OC(NC1(CC1)C)=O tert-butyl (4-((1-(tert-butyl)-3-((1S,3R)-3-(((1-methylcyclopropyl)carbamoyl)oxy)cyclopentyl)-1H-pyrazol-5-yl)amino)pyrimidin-2-yl)(methyl)carbamate